FC=1C=C(C=C(C1)OC(F)(F)F)C1CCN(CC1)C(=O)C1CC2(C1)NC(OC2)=O (2s,4s)-2-(4-(3-fluoro-5-(trifluoromethoxy)phenyl)piperidine-1-carbonyl)-7-oxa-5-azaspiro[3.4]octan-6-one